FC1=C(C(=CC=C1)F)C(C(=O)O)(C)C 2-(2,6-Difluorophenyl)-2-methylpropanoic acid